FC(C(=O)O)(F)F.N1CCC(CC1)C(=O)N1OCC[C@H]1C=1C=C(C=NC1)C#N 5-[(3S)-2-(piperidin-4-carbonyl)isoxazolidin-3-yl]pyridine-3-carbonitrile trifluoroacetate